C([C@@H]1[C@H]([C@@H]([C@H]([C@H](O1)O)O)O)O)OP(=O)([O-])[O-] The molecule is a D-glucopyranose 6-phosphate(2-) obtaned by deprotonation of the phosphate OH groups of alpha-D-glucose 6-phosphate; major species at pH 7.3. It has a role as a fundamental metabolite. It is a conjugate base of an alpha-D-glucose 6-phosphate.